1,4-DIHYDRONICOTINAMIDE C(C1=CNC=CC1)(=O)N